ClC1=CC2=C(N(C(N=C2N2[C@H](CN(CC2)C(C=C)=O)C)=O)CC(C(F)(F)F)(C)C)N=C1C1=C(C=CC=C1)F 6-chloro-7-(2-fluorophenyl)-4-((2S)-2-methyl-4-(2-propenoyl)-1-piperazinyl)-1-(3,3,3-trifluoro-2,2-dimethylpropyl)pyrido[2,3-d]pyrimidin-2(1H)-one